[Li+].[Sn+4].[Cu+2].C(C)OC(C(=C)C)=O.C(C)C(=CC[NH3+])CC diethylvinylmethyl-ammonium ethyl-methacrylate copper-tin-lithium